C(C)(C)OC1=CC=NC2=C(C=CC=C12)NS(=O)(=O)C1=NC=CC=C1C N-(4-iso-propoxyquinolin-8-yl)-3-methylpyridine-2-sulfonamide